benzyl bromovalerate BrC(C(=O)OCC1=CC=CC=C1)CCC